C(CCC)CCCCO n-butyl-(normal-butyl) alcohol